COC(=O)C1(CC1)NCC1=C(C(=C(C=C1OC)O)Cl)F 1-((3-chloro-2-fluoro-4-hydroxy-6-methoxybenzyl)amino)cyclopropanecarboxylic acid methyl ester